N,N'-bis(tert-butoxycarbonyl)-S-methylisothiourea C(C)(C)(C)OC(=O)NC(SC)=NC(=O)OC(C)(C)C